3-butyl-5-(4-hydroxybenzyl)-2,2-dimethyl-1-picolinoylimidazolidin-4-one C(CCC)N1C(N(C(C1=O)CC1=CC=C(C=C1)O)C(C1=NC=CC=C1)=O)(C)C